3-fluoro-5-methoxy-1,3-dimethylindolin-2-one FC1(C(N(C2=CC=C(C=C12)OC)C)=O)C